4-difluoromethoxybenzylamine FC(OC1=CC=C(CN)C=C1)F